1-Aminoheptane-4-thiol NCCCC(CCC)S